benzyl ((2S,3R)-1-(((2S)-1-(2-acryloyl-2-((2-oxopyrrolidin-3-yl)methyl)hydrazineyl)-3-cyclohexyl-1-oxopropan-2-yl)amino)-3-(tert-butoxy)-1-oxobutan-2-yl)carbamate C(C=C)(=O)N(NC([C@H](CC1CCCCC1)NC([C@H]([C@@H](C)OC(C)(C)C)NC(OCC1=CC=CC=C1)=O)=O)=O)CC1C(NCC1)=O